bis(4-hydroxy-2,5-dimethylphenyl)-3-hydroxyphenyl-methane OC1=CC(=C(C=C1C)C(C1=CC(=CC=C1)O)C1=C(C=C(C(=C1)C)O)C)C